1,1-dimethoxyisobutene COC(=C(C)C)OC